6-[(6-aminopyrimidin-4-yl)amino]-8-methyl-spiro[2H-imidazo[1,5-a]pyridine-3,1'-cyclopentane]-1,5-dione hydrochloride Cl.NC1=CC(=NC=N1)NC1=CC(=C2N(C1=O)C1(CCCC1)NC2=O)C